2,6-dimethyl-4-(4,4,5,5-tetramethyl-1,3,2-dioxaborolan-2-yl)benzyl-acetamide CC1=C(CCC(=O)N)C(=CC(=C1)B1OC(C(O1)(C)C)(C)C)C